N-(4-((4-(benzo[d][1,3]dioxol-5-yloxy)-2-methoxy-5-methylphenyl)amino)-7-methoxyquinazolin-6-yl)-2-fluoro-3-(1-methylpyrrolidin-2-yl)acrylamide O1COC2=C1C=CC(=C2)OC2=CC(=C(C=C2C)NC2=NC=NC1=CC(=C(C=C21)NC(C(=CC2N(CCC2)C)F)=O)OC)OC